C(=C)NC=1NC(C=2NC=NC2N1)=O N2-vinyl-guanine